FC=1C=C2C(=C(\C(\C2=C(C1)F)=C/C1=CC=C(C=C1)COC1=CC=CC=C1)C)CC(=O)O (E)-2-(5,7-difluoro-2-methyl-1-(4-(phenoxymethyl)benzylidene)-1H-inden-3-yl)-acetic acid